5-{2-[(1,5-dimethyl-8-azabicyclo[3.2.1]oct-3-yl)(methyl)amino][1,3]thiazolo[5,4-d]pyrimidin-5-yl}-2-methyl-2H-indazole-7-carbonitrile CC12CC(CC(CC1)(N2)C)N(C=2SC=1N=C(N=CC1N2)C2=CC1=CN(N=C1C(=C2)C#N)C)C